O=C1NC(CCC1N1C(C2=CC=C(C=C2C1=O)C1CCN(CC1)CC1CCN(CC1)CCOC1=CC=C(C=C1)C(=C(CC)C1=CC=CC=C1)C1=CC=CC=C1)=O)=O 2-(2,6-dioxopiperidin-3-yl)-5-(1-((1-(2-(4-(1,2-diphenylbut-1-en-1-yl)phenoxy)ethyl)piperidin-4-yl)methyl)piperidin-4-yl)isoindoline-1,3-dione